C(#N)C1=CC=C2C=3C(C4=C(C(C3NC2=C1)(C)C)C=C(C(=C4)CC)N4CCN(CC4)C(CCCN4C[C@@H](CCC4)NC(OC(C)(C)C)=O)=O)=O tert-butyl N-[(3R)-1-[4-(4-{3-cyano-9-ethyl-6,6-dimethyl-11-oxo-5H,6H,11H-benzo[b]carbazol-8-yl}piperazin-1-yl)-4-oxobutyl]piperidin-3-yl]carbamate